8-(4-((2-(2-Ethyl-1H-benzo[d]imidazol-1-yl)-9-methyl-6-morpholino-9H-purin-8-yl)methyl)piperazin-1-yl)-N-hydroxy-8-oxooctanamide C(C)C1=NC2=C(N1C1=NC(=C3N=C(N(C3=N1)C)CN1CCN(CC1)C(CCCCCCC(=O)NO)=O)N1CCOCC1)C=CC=C2